5-bromo-7-methylquinolin-8-amine BrC1=C2C=CC=NC2=C(C(=C1)C)N